ethyl 2-(6,7-dichloro-1H-indol-2-yl)acetate ClC1=CC=C2C=C(NC2=C1Cl)CC(=O)OCC